5-bromo-3,6-difluoro-pyridin-2-amine BrC=1C=C(C(=NC1F)N)F